C1(=CC=CC=C1)[C@@H]1N(CCCC1)C=1N=CC(=NC1)N1CCC2(CC1)[C@@H](C1=CC=CC=C1C2)N (S)-1'-(5-((R)-2-phenylpiperidin-1-yl)pyrazin-2-yl)-1,3-dihydrospiro[indene-2,4'-piperidin]-1-amine